ethyl 2-(6-chloropyrazin-2-yl)-4-methoxybutyrate ClC1=CN=CC(=N1)C(C(=O)OCC)CCOC